2,3,4,5-Tetrahydrophenanthridine-1,6-dione C1(CCCC=2NC(C3=CC=CC=C3C12)=O)=O